Methyl-thiazolyltetrazolium CC=1N=NN[N+]1C=1SC=CN1